ClC1=C(C(=O)NCC(=O)N[C@@H](CC(C)C)B2OC([C@H]3CCC[C@@H](C(O2)=O)N3C)=O)C=C(C=C1)Cl 2,5-dichloro-N-(2-(((R)-3-methyl-1-((1R,7S)-11-methyl-2,6-dioxo-3,5-dioxa-11-aza-4-borabicyclo[5.3.1]undecan-4-yl)butyl)amino)-2-oxoethyl)benzamide